3-(3-(1H-pyrrolo[2,3-b]pyridin-5-yl)phenyl)-N-(4-methoxy-3-(trifluoromethyl)phenyl)acrylamide N1C=CC=2C1=NC=C(C2)C=2C=C(C=CC2)C=CC(=O)NC2=CC(=C(C=C2)OC)C(F)(F)F